Ethyl 6-chloro-2,7,8-trimethylimidazo[1,2-b]pyridazine-3-carboxylate ClC=1C(=C(C=2N(N1)C(=C(N2)C)C(=O)OCC)C)C